trans-N-[3-(4-cyclopropoxy-2-methoxypyridin-3-yl)-1-{[2-(trimethylsilyl)ethoxy]methyl}pyrrolo[2,3-b]pyridin-6-yl]-2-[(4-methylpiperazin-1-yl)methyl]cyclopropane-1-carboxamide C1(CC1)OC1=C(C(=NC=C1)OC)C1=CN(C2=NC(=CC=C21)NC(=O)[C@H]2[C@@H](C2)CN2CCN(CC2)C)COCC[Si](C)(C)C